CC1(OB(OC1(C)C)[C@@H]1[C@H](C1)C1=CC=C(C#N)C=C1)C 4-[(1S,2S)-2-(4,4,5,5-tetramethyl-1,3,2-dioxaborolan-2-yl)cyclopropyl]benzonitrile